ClC1=CC(=C(N=N1)C)N1CC(CC1)C(F)(F)F 6-chloro-3-methyl-4-(3-(trifluoromethyl)pyrrolidin-1-yl)pyridazine